ClC=1C=C(C=CC1O)C=CC(=O)C1=CC=CC=C1 3-(3-Chloro-4-hydroxyphenyl)-1-phenylprop-2-en-1-one